COCCNC(C(=C)C)=O N-(2-methoxyethyl)methacrylamide